C1(CC1)C1=C(N=C(C(=N1)CN1CCC2(CNC(O2)=O)CC1)OCC)C1=CC=C(C=C1)F 8-((6-cyclopropyl-3-ethoxy-5-(4-fluorophenyl)pyrazin-2-yl)methyl)-1-oxa-3,8-diazaspiro[4.5]Decan-2-one